NC(C(CO)F)C=1C=C(C=CC1F)NC(C1=C(C=C(C(=C1)C(F)(F)F)C1CC1)OC1=C(C=C(C=C1)F)C)=O N-(3-(1-amino-2-fluoro-3-hydroxypropyl)-4-fluorophenyl)-4-cyclopropyl-2-(4-fluoro-2-methylphenoxy)-5-(trifluoromethyl)benzamide